BrCC1=C(C=CC(=C1F)F)F 2-(bromomethyl)-1,3,4-trifluoro-benzene